C(C)OC(CN1CCC(CC1)OCC1CCN(CC1)C1=C(C=C(C=C1)[N+](=O)[O-])C)=O 2-(4-((1-(2-methyl-4-nitrophenyl)piperidin-4-yl)methoxy)piperidin-1-yl)acetic acid ethyl ester